(4-benzyl-3-methylpiperazin-1-yl)(naphthalen-1-yl)methanone C(C1=CC=CC=C1)N1C(CN(CC1)C(=O)C1=CC=CC2=CC=CC=C12)C